C(=O)(O)C1=C(C(=CC(=C1)C(C)(C)C)C(=O)O)O 2,6-dicarboxyl-4-tert-butyl-phenol